NC1=CC(=C(C=C1)C(C)C)C1=CC=C(C=C1)C1=C(C=CC(=C1)N)C(C)C 1,4-bis(4-amino-cumenyl)benzene